C12OC3CC(CC(C1)C3)C2 2-oxatricyclo[3.3.1.13,7]decane